[N+](=O)([O-])C1=C(C=CC=C1)S(=O)(=O)NCCOCCOCC#C 2-nitro-N-(2-(2-(prop-2-yn-1-yloxy)ethoxy)ethyl)benzenesulfonamide